C1CCC12CN(CCC2)[C@H]2[C@H](CCC2)OC=2C=C1CN(C(C1=CC2)=O)C2C(NC(CC2)=O)=O 3-(5-(((1S,2R)-2-(6-azaspiro[3.5]nonan-6-yl)cyclopentyl)oxy)-1-oxoisoindolin-2-yl)piperidine-2,6-dione